1-hydroxyethyl-4-vinyl-pyridine bromide salt [Br-].OC(C)C1=NC=CC(=C1)C=C